5-[6-pent-4-enoxy-5-(trifluoromethyl)-2-pyridinyl]-1,3,4-oxadiazole C(CCC=C)OC1=C(C=CC(=N1)C1=NN=CO1)C(F)(F)F